2,2-diethoxy-4'-methylacetophenone C(C)OC(C(=O)C1=CC=C(C=C1)C)OCC